N-((3-(7-(((3S,4R)-3-fluoro-1-methylpiperidin-4-yl)amino)-3-((E)-prop-1-en-1-yl)-2H-indazol-2-yl)-1,2,4-oxadiazol-5-yl)methyl)cyclopropanecarboxamide F[C@H]1CN(CC[C@H]1NC1=CC=CC2=C(N(N=C12)C1=NOC(=N1)CNC(=O)C1CC1)\C=C\C)C